[Si](C)(C)(C(C)(C)C)OCCCN(C(OC(C)(C)C)=O)CCNC(C(F)(F)F)=O tert-butyl (3-((tert-butyldimethylsilyl)oxy)propyl)(2-(2,2,2-trifluoroacetamido)ethyl)carbamate